C(C)O[Si](OCC)(OCC)CCCNCCCCCC[Si](OCC)(OCC)OCC (triethoxysilylpropyl)-(triethoxysilylhexyl)amine